N[C@@H](CC(=O)OCC)C1=CC=C(C=C1)CC1=CC=CC=C1 ethyl (S)-3-amino-3-(4-benzylphenyl)propanoate